C(C)C1=NN2C(N=C(C=C2)N[C@H](C)C2=CC(=CC=3CC(OC32)(CO[Si](C)(C)C(C)(C)C)CN=[N+]=[N-])F)=C1 Ethyl-5-(((1R)-1-(2-(azidomethyl)-2-(((tert-butyldimethylsilyl)oxy)methyl)-5-fluoro-2,3-dihydrobenzofuran-7-yl)ethyl)amino)pyrazolo[1,5-a]pyrimidine